BrC=1C(=CC(=C(C1)NC1=NC=C(C(=N1)NC1=C(C2=C(OCCO2)C=C1)P(C)C)Cl)OC)N1CCC(CC1)N1CC(C1)OCC (6-((2-((5-bromo-4-(4-(3-ethoxyazetidin-1-yl)piperidin-1-yl)-2-methoxyphenyl)amino)-5-chloropyrimidin-4-yl)amino)-2,3-dihydrobenzo[b][1,4]dioxin-5-yl)dimethylphosphine